CS(=O)(=O)OCC1CCC(CC1)CN1CCC(CC1)C=1C=NC(=CC1)NC=1N=CC2=C(N1)N(C(C(=C2)C#N)=O)C2CCCC2 ((1s,4s)-4-((4-(6-((6-cyano-8-cyclopentyl-7-oxo-7,8-dihydropyrido[2,3-d]pyrimidin-2-yl)amino)pyridin-3-yl)piperidin-1-yl)methyl)cyclohexyl)methyl methanesulfonate